ClC1=C(C=CC=C1B1OC(C(O1)(C)C)(C)C)NC(=O)C=1C(N(C(N(N1)C)=O)C)=O N-(2-chloro-3-(4,4,5,5-tetramethyl-1,3,2-dioxaborolan-2-yl)phenyl)-2,4-dimethyl-3,5-dioxo-2,3,4,5-tetrahydro-1,2,4-triazine-6-carboxamide